C(CCCCCCCCC)C=1C(=C(C(=CC1)OC)CC(=O)O)O decyl-hydroxyanisoleacetic acid